FC1=CC=C(C=C1)N1CCC(CC1)C N-(4-fluorophenyl)-4-methylpiperidine